2-(4-chlorobenzyl)-N-(2-hydroxyethyl)-N,8-dimethyl-4,5-dihydro-2H-furo[2,3-g]indazole-7-carboxamide ClC1=CC=C(CN2N=C3C4=C(CCC3=C2)OC(=C4C)C(=O)N(C)CCO)C=C1